C(C=C)OC1=C(C=C(C=C1)/C=C/C(=O)N1CCN(CC1)S(=O)(=O)C1=CC=C(C=C1)C(F)(F)F)OC (E)-3-(4-(allyloxy)-3-methoxyphenyl)-1-(4-((4-(trifluoromethyl)phenyl)sulfonyl)piperazin-1-yl)prop-2-en-1-one